CCCCCCCCCCCCCCCCCCCCCCC(=O)N[C@@H](COP(=O)(O)OCCN)[C@@H](/C=C/C=C/CCCCCCC)O The molecule is a ceramide phosphoethanolamine (37:2) in which the acyl and sphingoid base specified is tricosanoyl and (4E,6E)-tetradecasphingadienine respectively. It derives from a tricosanoic acid.